F[C@H]1CN(CC[C@H]1NC=1C=2N(C=CN1)C(=C(C2)C#CC)SC(F)(F)F)C 3-(1-{[(3S,4R)-3-fluoro-1-methylpiperidin-4-yl]amino}-6-[(trifluoromethyl)sulfanyl]pyrrolo[1,2-a]pyrazin-7-yl)prop-2-yn